(S)-2-((4-Hydroxyphenyl)amino)-3-methyl-1-(pyrrolidin-1-yl)-3-(4,4,5,5-tetramethyl-1,3,2-dioxaborolan-2-yl)butan-1-one OC1=CC=C(C=C1)N[C@H](C(=O)N1CCCC1)C(C)(B1OC(C(O1)(C)C)(C)C)C